[Fe+2].C(=O)[O-].C(=O)[O-] format iron